C(C1=CC=CC=C1)N(C(O)=O)CCC1CCN(CC1)C1=NC(=NC=C1)NC1=CC=NC=C1.C(CC1=CC=CC=C1)C1(CCN(CC1)CC1=CC=C(C=C1)NC(C(C)C)=O)C1=NC=CC=C1 N-(4-((4-phenethyl-4-(pyridin-2-yl)piperidin-1-yl)methyl)phenyl)isobutyramide benzyl-(2-(1-(2-(pyridin-4-ylamino)pyrimidin-4-yl)piperidin-4-yl)ethyl)carbamate